(S)-3-((S)-sec-butyl)-2-oxo-N-((R)-pyrrolidin-3-yl)-1,2,3,5-tetrahydro-4H-benzo[e][1,4]diazepine-4-carboxamide [C@H](C)(CC)[C@@H]1N(CC2=C(NC1=O)C=CC=C2)C(=O)N[C@H]2CNCC2